(E)-4-(6-Hydroxy-7-((4-nitrophenyl)diazenyl)-2,3-dihydro-4H-benzo[b][1,4]oxazin-4-yl)butanoic acid OC1=CC2=C(OCCN2CCCC(=O)O)C=C1\N=N\C1=CC=C(C=C1)[N+](=O)[O-]